methyl 2-((2-(2-hydroxyphenyl)imidazo[1,2-a]pyrazin-3-yl)amino)benzoate OC1=C(C=CC=C1)C=1N=C2N(C=CN=C2)C1NC1=C(C(=O)OC)C=CC=C1